ClC1=NC(=CC(=N1)C(=O)OC)N1CC(C1)C1=NC2=C(N1C)C=CC=C2 methyl 2-chloro-6-(3-(1-methyl-1H-benzo[d]imidazol-2-yl)azetidin-1-yl)pyrimidine-4-carboxylate